OC[C@H]1CN(C[C@H](N1C)C=1C(=C2COC(C2=CC1)=O)C)C(=O)OC(C)(C)C tert-butyl (3R,5R)-3-(hydroxymethyl)-4-methyl-5-(4-methyl-1-oxo-1,3-dihydroisobenzofuran-5-yl)piperazine-1-carboxylate